C(C)(=O)OC(C)COC(C)COC(C)=O Dipropylene glycol diacetate